acryl-dipropylene glycol C(=O)(C=C)CC(COC(C)CO)O